ClC1=CC=C(S1)CNC1=CC(=NN1C(C1=C(C=C(C=C1)OC)OC)=O)C1CCNCC1 N-[(5-Chlorothiophen-2-yl)methyl]-1-(2,4-dimethoxybenzoyl)-3-(piperidin-4-yl)-1H-pyrazol-5-amin